C[SiH](OC(C)C(C)O[SiH](C)C)C 2,3-bis(dimethylsilyloxy)butane